C(=C)C1=CC=C(C=C1)C(C(C1=CC=C(C=C1)C=C)O)O 1,2-bis(4-vinylphenyl)-1,2-ethylene glycol